ClC=1C=CC(=C(C1)C1=CC(=C(N=N1)OCC1CC(C1)(O)C)NCC1=C(C=C(C=C1)OC)OC)F 3-({[6-(5-chloro-2-fluorophenyl)-4-{[(2,4-dimethoxyphenyl)methyl]amino}pyridazin-3-yl]oxy}methyl)-1-methylcyclobutan-1-ol